2-(1-methyl-1H-pyrazol-4-yl)pyridin-4-ol CN1N=CC(=C1)C1=NC=CC(=C1)O